lithium 5-methoxy-1-methyl-6-oxo-2-(1,1,1-trifluoro-3,3-diphenylpropan-2-yl)-1,6-dihydropyrimidine-4-carboxylate COC1=C(N=C(N(C1=O)C)C(C(F)(F)F)C(C1=CC=CC=C1)C1=CC=CC=C1)C(=O)[O-].[Li+]